1,1-difluoro-4-(3-methylsulfanyl-1,2,4-triazin-5-yl)-1,4-thiazinane FS1(CCN(CC1)C=1N=C(N=NC1)SC)F